tert-butyl 4-(3-(2,6-bis(benzyloxy) pyridin-3-yl)-7-fluoro-1-methyl-1H-indazol-6-yl)-3,6-dihydropyridine-1(2H)-carboxylate C(C1=CC=CC=C1)OC1=NC(=CC=C1C1=NN(C2=C(C(=CC=C12)C=1CCN(CC1)C(=O)OC(C)(C)C)F)C)OCC1=CC=CC=C1